4-(triphenylsilyl)-9H-carbazole C1(=CC=CC=C1)[Si](C1=CC=CC=2NC3=CC=CC=C3C12)(C1=CC=CC=C1)C1=CC=CC=C1